C(CCC)N1C(N(C(C(C1=O)=C(N)N)=O)C1CCC2(CC(C2)N2C(NC(C23CCCCC3)=O)=O)CC1)=O 1-Butyl-5-(diaminomethylene)-3-((2S,4s,7S)-2-(2,4-dioxo-1,3-diazaspiro[4.5]decan-1-yl)spiro[3.5]nonan-7-yl)pyrimidine-2,4,6(1H,3H,5H)-trione